C(C)C1=C(C=CC(=C1)N1[C@H]2CN([C@@H](C1)C2)CCO)NC2=NC=C(C(=N2)C2=CC=1S(CCCCC1S2)(=O)=O)C(F)(F)F 2-(2-((2-ethyl-4-((1R,4R)-5-(2-hydroxyethyl)-2,5-diazabicyclo[2.2.1]heptan-2-yl)phenyl)amino)-5-(trifluoromethyl)pyrimidin-4-yl)-5,6,7,8-tetrahydrothieno[3,2-b]thiepine 4,4-dioxide